3-carbamoylbenzoic acid C(N)(=O)C=1C=C(C(=O)O)C=CC1